N1(CCCC1)CCNC(OC(CCCO)CCCCCCC)=O 1-hydroxyundecan-4-yl (2-(pyrrolidin-1-yl)ethyl)carbamate